ClC=1C(=C(C=CC1F)NC1=NC=NC2=CC(=C(C=C12)[N+](=O)[O-])C#CC1(CN(CC1)C(=O)OC(C)(C)C)C)F tert-butyl 3-((4-((3-chloro-2,4-difluorophenyl)amino)-6-nitroquinazolin-7-yl) ethynyl)-3-methylpyrrolidine-1-carboxylate